(1r,2s)-1-amino-2-vinylcyclopropane-1-carboxylic acid methyl ester hydrochloride Cl.COC(=O)[C@@]1([C@@H](C1)C=C)N